(4-(((tetrahydro-2H-pyran-2-yl)oxy)methyl)-phenyl)methylamine O1C(CCCC1)OCC1=CC=C(C=C1)CN